(S)-2-(3,4-dichloro-5-fluoro-1H-indole-2-carbonyl)hexahydropyrrolo[1,2-a]pyrazin-6(2H)-one ClC1=C(NC2=CC=C(C(=C12)Cl)F)C(=O)N1C[C@H]2N(CC1)C(CC2)=O